N-(2-bromophenyl)-2-methyl-6-(morpholin-4-ylmethyl)-4H-thieno[3,2-b]pyrrole-5-carboxamide BrC1=C(C=CC=C1)NC(=O)C1=C(C2=C(N1)C=C(S2)C)CN2CCOCC2